FC1=C(C=CC(=C1)F)C1=CC(=C(C=C1)OC)NC1=NC=NC2=CC(=C(C=C12)N1CC2(CCN(C2)C(C=C)=O)CC1)OC 1-(7-(4-((2',4'-difluoro-4-methoxy-[1,1'-biphenyl]-3-yl)amino)-7-methoxy-quinazolin-6-yl)-2,7-diazaspiro[4.4]nonan-2-yl)prop-2-en-1-one